FC=1C=C(C=CC1OC1=C2C(=NC=C1)C=C(S2)C2=NC=C(C=C2)CN2CCC(CC2)C)NC(=O)C2=C1C(=CN(C2=O)C2=CC=C(C=C2)F)CCO1 N-(3-fluoro-4-((2-(5-((4-methylpiperidin-1-yl)methyl)pyridin-2-yl)thieno[3,2-b]pyridine-7-yl)oxy)phenyl)-5-(4-fluorophenyl)-6-oxo-2,3,5,6-tetrahydrofuro[3,2-c]pyridine-7-carboxamide